C[C@]12CC[C@@H]([C@@H]1C[C@@H]([C@@]3([C@@H]2CC[C@H]4[C@]3([C@H](C[C@@H]5[C@@]4(CC[C@@H](C5(C)C)O)C)O)C)C)O)C(C)(C)O The molecule is a hopanoid that is hopane substituted by hydroxy groups at positions 3, 7, 15 and 22 respectively (the 3beta,7beta,15alpha-stereoisomer). It has been isolated from Hypocrella species. It has a role as a fungal metabolite. It is a hopanoid, a tetrol and a pentacyclic triterpenoid.